C12OCC(NC1)(CC2)C(=O)O 2-oxa-5-azabicyclo[2.2.2]octane-4-carboxylic acid